cis-8-dimethylamino-3-[2-[(2-hydroxy-ethyl)-methyl-amino]-pyrimidin-5-yl]-8-phenyl-1,3-diazaspiro[4.5]decan-2-one CN(C1(CCC2(CN(C(N2)=O)C=2C=NC(=NC2)N(C)CCO)CC1)C1=CC=CC=C1)C